Cbz-N'-nitro-L-arginine tert-butyl ester C(C)(C)(C)OC([C@@H](NC(=O)OCC1=CC=CC=C1)CCCN(C(N)=N)[N+](=O)[O-])=O